FC(C1=CC=C(C=C1)S(=O)(=O)N1CC2(CN(CC2)CC(F)(F)F)C2=CC=CC=C12)F 1-[4-(difluoromethyl)benzenesulfonyl]-1'-(2,2,2-trifluoroethyl)-1,2-dihydrospiro[indole-3,3'-pyrrolidine]